FC=1C=C2CCC=3N(C2=CC1)N=C(C3C(F)(F)F)C3CCN(CC3)C(=O)OC(C)(C)C tert-butyl 4-(7-fluoro-3-(trifluoromethyl)-4,5-dihydropyrazolo[1,5-a]quinolin-2-yl)piperidine-1-carboxylate